6-(4-chlorophenyl)-3-methoxy-3-methyl-1,2-dioxane-4-carboxylate ClC1=CC=C(C=C1)C1CC(C(OO1)(C)OC)C(=O)[O-]